3,5-dimethyl-4-acetoxybenzoic acid CC=1C=C(C(=O)O)C=C(C1OC(C)=O)C